OC1=C(C(=O)OC2=C(C(=C(C(=O)OCC3=CC=CC=C3)C(=C2)OC)C)C)C(=CC(=C1C)O)C benzyl 4-(2,4-dihydroxy-3,6-dimethylbenzoyloxy)-6-methoxy-2,3-dimethylbenzoate